4-benzyloxy-2-bromo-3-ethoxy-6-methyl-pyridine C(C1=CC=CC=C1)OC1=C(C(=NC(=C1)C)Br)OCC